C(C)(=O)O.C(\C=C\CCC)(=O)O trans-2-hexenoic acid acetate